tert-butyl N-{6-methyl-5-[(2R)-2-(2,2,10,10-tetramethyl-8-oxo-5,9-dioxa-7-aza-2-silaundecan-7-yl)pent-3-yn-1-yl]thieno[3,2-c][1,2]thiazol-3-yl}-N-(thiophen-2-ylmethyl)carbamate CC1=C(SC=2C1=NSC2N(C(OC(C)(C)C)=O)CC=2SC=CC2)C[C@H](C#CC)N(COCC[Si](C)(C)C)C(OC(C)(C)C)=O